BrC1=C2C(C(=O)OC(N2)=O)=CC=C1 3-Bromoisatoic anhydride